CC1=CC(=CC(=N1)N1C(C2C(C1C1=NN=CN1C=1C=C(C=CC1)C)CCC2)=O)C(F)(F)F 2-(6-methyl-4-(trifluoromethyl)pyridin-2-yl)-3-(4-(m-tolyl)-4H-1,2,4-triazol-3-yl)hexahydrocyclopenta[c]pyrrol-1(2H)-one